ethyl 5-(3-cyano-6-(1-methyl-1H-pyrazol-4-yl) pyrazolo[1,5-a]pyridin-4-yl)-1,3,4-thiadiazole-2-carboxylate C(#N)C=1C=NN2C1C(=CC(=C2)C=2C=NN(C2)C)C2=NN=C(S2)C(=O)OCC